N1(N=CC=C1)CC1=C(C=C(C(=O)NS(=O)(=O)C=2C=CC3=C(CCO3)C2)C=C1)OC 4-((1H-pyrazol-1-yl)methyl)-N-((2,3-dihydrobenzofuran-5-yl)sulfonyl)-3-methoxybenzamide